(S)-1-(2-methylpiperidine-1-yl)-2-phenylethan-1-one C[C@@H]1N(CCCC1)C(CC1=CC=CC=C1)=O